3-([[3-amino-6-(2-hydroxyphenyl)pyridazin-4-yl]oxy]methyl)bicyclo[1.1.1]pentane-1-carboxylic acid NC=1N=NC(=CC1OCC12CC(C1)(C2)C(=O)O)C2=C(C=CC=C2)O